2-Ethoxy-N-[(4-fluorophenyl)-methyl]-4-methyl-6-morpholin-4-yl-pyridine-3-carboxylic acid amide C(C)OC1=NC(=CC(=C1C(=O)NCC1=CC=C(C=C1)F)C)N1CCOCC1